N-(2-((2-(Dimethylamino)ethyl)(methyl)amino)-4-methoxy-5-((4-(1-methyl-1H-indol-3-yl)-5-(1-methyl-1H-pyrazol-4-yl)pyrimidin-2-yl)amino)phenyl)acrylamide CN(CCN(C1=C(C=C(C(=C1)OC)NC1=NC=C(C(=N1)C1=CN(C2=CC=CC=C12)C)C=1C=NN(C1)C)NC(C=C)=O)C)C